(2,3-dichlorophenyl)-3-((pyridin-3-ylmethyl)amino)propionitrile ClC1=C(C=CC=C1Cl)C(C#N)CNCC=1C=NC=CC1